BrC=1C=C2C(=CC=NC2=CC1)NC1=CC(=CC(=C1)OC)C1=COC=C1 6-Bromo-N-(3-(furan-3-yl)-5-methoxyphenyl)quinolin-4-amine